COCC=1N=C(SC1)[Sn](CCCC)(CCCC)CCCC 4-(methoxymethyl)-2-(tributylstannyl)thiazole